NC1=CC(=C(C=N1)N1C[C@@H](N(CC1)C(=O)C1=NC=C(C(=C1)OC)C1=CC=C(C=C1)C(F)(F)F)CC(F)F)OC [(S)-4-(6-Amino-4-methoxy-pyridin-3-yl)-2-(2,2-difluoro-ethyl)-piperazin-1-yl]-[4-methoxy-5-(4-trifluoromethyl-phenyl)-pyridin-2-yl]-methanone